C(C)OC(CCN1CCOCC1)=O 3-morpholinopropionic acid ethyl ester